(±)-Diethyl 2-(6-amino-3-((tert-butoxycarbonyl)amino)-6-oxohexan-2-yl)malonate NC(CCC(C(C)C(C(=O)OCC)C(=O)OCC)NC(=O)OC(C)(C)C)=O